F[Sb-](F)(F)(F)(F)F.[Rh+].C(=O)(P(C1=CC=CC=C1)(C1=CC=CC=C1)C1=CC=CC=C1)P(C1=CC=CC=C1)(C1=CC=CC=C1)C1=CC=CC=C1 carbonylbis(triphenylphosphine) rhodium (I) hexafluoroantimonate